C(=C)C1C(CC(C1)CO)CO 4-vinyl-1,3-cyclopentanedimethanol